p-toluenesulfonyl-5-methoxy-3-trifluoroacetyl-indole CC1=CC=C(C=C1)S(=O)(=O)C=1NC2=CC=C(C=C2C1C(C(F)(F)F)=O)OC